COCC1=NC2=C(N1)C=C(C=C2C(=O)NC2=CC=C(C=C2)C(F)(F)F)NC(=O)C2=C(C=CC=C2)C(F)(F)F 2-(Methoxymethyl)-N-[4-(trifluoromethyl)phenyl]-6-({[2-(trifluoromethyl)phenyl]carbonyl}amino)-1H-benzoimidazole-4-carboxamide